N-((5-methylpyrazolo[1,5-c]quinazolin-2-yl)methyl)-2-(pyrrolidin-1-yl)benzamide tert-butyl-(S)-2-cyano-4-oxopyrrolidine-1-carboxylate C(C)(C)(C)OC(=O)N1[C@@H](CC(C1)=O)C#N.CC1=NC=2C=CC=CC2C=2N1N=C(C2)CNC(C2=C(C=CC=C2)N2CCCC2)=O